C(C)(C)(C)OC(=O)N1CC=2N(CC1)N=CC2C(=O)N(C)C2(CC2)C2=NC=C(C(=O)O)C=C2 6-(1-(5-(tert-butoxycarbonyl)-N-methyl-4,5,6,7-tetrahydropyrazolo[1,5-a]pyrazine-3-carboxamido)cyclopropyl)nicotinic acid